C(C)OC1=CC(C(C=C1OCC)=O)=O 4,5-diethoxy-1,2-benzoquinone